3-(3,5-dimethoxyphenyl)-4,5-dihydro-1H-benzo[g]indole-2-carboxylic Acid COC=1C=C(C=C(C1)OC)C1=C(NC=2C3=C(CCC12)C=CC=C3)C(=O)O